(3-(3-(1-(4-methyl-4H-1,2,4-triazol-3-yl)propan-2-yl)phenyl)-1H-pyrazolo[4,3-b]pyridin-7-yl)piperidin-4-ol CN1C(=NN=C1)CC(C)C=1C=C(C=CC1)C1=NNC=2C1=NC=CC2N2CCC(CC2)O